3-(2-amino-[1,2,4]triazolo[1,5-a]pyridin-7-yl)-6-chloro-N-(2,2-difluoro-3-(4-fluorophenyl)-3-hydroxypropyl)-2-fluorobenzamide NC1=NN2C(C=C(C=C2)C=2C(=C(C(=O)NCC(C(O)C3=CC=C(C=C3)F)(F)F)C(=CC2)Cl)F)=N1